BrC=1C=C2C(=C(N(C2=CC1)CC)C=1C=C(C=NC1[C@H](C)OC)C1C[C@H]2COC[C@@H](C1)N2C(=O)OC(C)(C)C)CC(CO)(C)C tert-butyl (1R,5S)-7-(5-(5-bromo-1-ethyl-3-(3-hydroxy-2,2-dimethylpropyl)-1H-indol-2-yl)-6-((S)-1-methoxyethyl)pyridin-3-yl)-3-oxa-9-azabicyclo[3.3.1]nonane-9-carboxylate